C1(CC1)C1=NN=C(O1)C=1C=CC(=C(C1)O)C1=CN=C(N=N1)N1C[C@@H](NCC1)C(C)C 5-(5-cyclopropyl-1,3,4-oxadiazol-2-yl)-2-{3-[(3S)-3-(propan-2-yl)piperazin-1-yl]-1,2,4-triazin-6-yl}phenol